(rac)-(S)-methyl 4-((S)-6-chloro-3-(cyclopropylmethylamino)-2-oxoindolin-3-yl)-4-(3-chlorophenyl)butanoate ClC1=CC=C2[C@@](C(NC2=C1)=O)(NCC1CC1)[C@@H](CCC(=O)OC)C1=CC(=CC=C1)Cl |r|